7-(2,2-difluoroethyl)-4,8-dimethyl-7,8-dihydro-pteridin-6(5H)-one FC(CC1C(NC=2C(=NC=NC2N1C)C)=O)F